Methyl-2-[4-bromo-2-(4-butoxy-4,5-dihydroisoxazol-3-yl)phenoxy]acetat COC(COC1=C(C=C(C=C1)Br)C1=NOCC1OCCCC)=O